4-(8-Bromo-3-cyano-2-(2-methyl-1,2,3,4-tetrahydroisoquinolin-5-yl)quinolin-4-yl)piperazine-1-carboxylic acid tert-butyl ester C(C)(C)(C)OC(=O)N1CCN(CC1)C1=C(C(=NC2=C(C=CC=C12)Br)C1=C2CCN(CC2=CC=C1)C)C#N